O=C1NC=C(C2=CC=CC=C12)NC(=O)N 1-(1-oxo-1,2-dihydro-isoquinolin-4-yl)urea